5-(2,5-dimethoxyphenyl)-2,2-dimethylpentanal COC1=C(C=C(C=C1)OC)CCCC(C=O)(C)C